C(C)[C@]12CC(C[C@](CC1)(N2)CC)N(C=2SC=1N=C(N=CC1N2)C=2C=C(C=1N(C2)C=C(N1)C)C#N)C 6-(2-{[(1R,3r,5S)-1,5-Diethyl-8-azabicyclo[3.2.1]octan-3-yl](methyl)amino}[1,3]thiazolo[5,4-d]pyrimidin-5-yl)-2-methylimidazo[1,2-a]pyridin-8-carbonitril